N-(4-((3-(2-aminophenyl)-2-chloropyridin-4-yl)oxy)phenyl)acetamide NC1=C(C=CC=C1)C=1C(=NC=CC1OC1=CC=C(C=C1)NC(C)=O)Cl